[N+](=O)([O-])C=1C(=NC=CC1)C1=NC=CC=C1 Nitro-2,2'-bipyridine